C(#N)C=1C=CC(=C2C=CC=NC12)N1C[C@@]2(C[C@@]2(C1)C(F)(F)F)C(=O)NNC(=O)NC1CCN(CC1)C 2-((1S,5R)-3-(8-cyanoquinolin-5-yl)-5-(trifluoromethyl)-3-azabicyclo[3.1.0]hexane-1-carbonyl)-N-(1-methylpiperidin-4-yl)hydrazine-1-carboxamide